CC1=C(C=C(C=C1)C)NNC(CC[C@H](N)C(=O)O)=O N5-((2,5-dimethylphenyl)amino)-L-glutamine